FC=1C=C(CNC2=NC=C(C=N2)C(=O)OCC)C=CC1F Ethyl 2-((3,4-difluorobenzyl)amino)pyrimidine-5-carboxylate